N(=C=S)C1C2C(CC(C1)C2)S(=O)(=O)C exo-2-isothiocyanato-6-methylsulfonylnorbornane